17β-hydroxyestra-1,3,5(10)-trien-3-yl carboxymethyl ether C(=O)(O)COC1=CC=2CC[C@H]3[C@@H]4CC[C@@H]([C@@]4(C)CC[C@@H]3C2C=C1)O